FC(OC=1C=C(C=CC1F)C=1C=C2C(=NC1)C=NN2CC=2C=NC=C(C2)C)F 6-[3-(Difluoromethoxy)-4-fluoro-phenyl]-1-[(5-methyl-3-pyridyl)methyl]pyrazolo[4,3-b]pyridine